CC(C)NC(=O)C=1C=CC=CC1 3-[(propan-2-yl)carbamoyl]benzene